N-(5'-Chloro-6'-(dimethylamino)-6-methoxy-[2,3'-bipyridin]-5-yl)-5-methyl-3-phenylisoxazole-4-carboxamide ClC=1C=C(C=NC1N(C)C)C1=NC(=C(C=C1)NC(=O)C=1C(=NOC1C)C1=CC=CC=C1)OC